4-(chromen-4-yl)-1H-imidazole O1CC=C(C2=CC=CC=C12)C=1N=CNC1